BrC1=C2C=NN(C2=C(C=C1)C(=O)OC)COCC[Si](C)(C)C methyl 4-bromo-1-{[2-(trimethylsilyl)ethoxy]methyl}indazole-7-carboxylate